7'-(tert-Butyl)-2'-(3-methylbut-2-enoyl)-2'H-spiro[indene-2,1'-phthalazine] C(C)(C)(C)C1=CC=C2C=NN(C3(C2=C1)C=C1C=CC=CC1=C3)C(C=C(C)C)=O